Piperazin-1-yl-prop-2-en-1-one N1(CCNCC1)C(C=C)=O